2-[(2R)-3-(3,4-Dihydro-1H-isochinolin-2-yl)-2-hydroxy-propyl]-6-morpholino-3,4-dihydroisochinolin-1-on C1N(CCC2=CC=CC=C12)C[C@H](CN1C(C2=CC=C(C=C2CC1)N1CCOCC1)=O)O